ClC=1C=CC2=C(C(=N[C@H](C=3N2C(=NN3)SCCCN3CCN(CC3)CCO)CCC(=O)OC)C3=C(C=CC=C3)Cl)C1 methyl (S)-3-(8-chloro-6-(2-chlorophenyl)-1-((3-(4-(2-hydroxyethyl)piperazin-1-yl)propyl)thio)-4H-benzo[f][1,2,4]triazolo[4,3-a][1,4]diazepin-4-yl)propionate